5-(3-Chloro-2-hydroxypyridin-4-yl)-6-methyl-2-(1-oxo-1,3-dihydro-spiro[indene-2,4'-piperidin]-1'-yl)pyrimidine-4-carbonitrile ClC=1C(=NC=CC1C=1C(=NC(=NC1C)N1CCC2(CC1)C(C1=CC=CC=C1C2)=O)C#N)O